(S)-tert-butyl (1-(2-bromopyridin-4-yl)but-3-en-1-yl)carbamate BrC1=NC=CC(=C1)[C@H](CC=C)NC(OC(C)(C)C)=O